FC=1C=CC2=C(NC(=NS2(=O)=O)NCC2=CC(=CC=C2)F)C1[C@H](C)C1=CC=C(C=C1)S(=O)(=O)C (R)-6-fluoro-3-((3-fluorobenzyl)amino)-5-(1-(4-(methylsulfonyl)phenyl)ethyl)-4H-benzo[e][1,2,4]thiadiazine 1,1-dioxide